(1R)-2-(4-{6-chloro-2-[(1-cyclopropyl-5-methyl-1H-pyrazol-4-yl)amino]quinazolin-7-yl}piperidin-1-yl)-1-(3-fluorophenyl)ethan-1-ol ClC=1C=C2C=NC(=NC2=CC1C1CCN(CC1)C[C@H](O)C1=CC(=CC=C1)F)NC=1C=NN(C1C)C1CC1